C(C)(C)(C)C1=CC=C(C=C1)C(CC=O)=O 3-(4-Tert-Butyl-Phenyl)-Propane-1,3-Dione